6-((3-fluorobenzyl)oxy)-10,10a-dihydro-1H-oxazolo[3',4':3,4]imidazo[1,2-c]pyrimidin-8(3H)-one FC=1C=C(COC=2C=C3N(C(N2)=O)CC2N3COC2)C=CC1